3-(5-(3,8-diazabicyclo[3.2.1]octan-3-yl)-7-fluoro-1-oxoisoindolin-2-yl)piperidine-2,6-dione C12CN(CC(CC1)N2)C=2C=C1CN(C(C1=C(C2)F)=O)C2C(NC(CC2)=O)=O